ClC=1C(=C(NC=2C3=C(N=CN2)C=C(C(=N3)N3[C@@H]2CN([C@H](C3)C2)C(=O)OC(C)(C)C)F)C=CC1OCC1CC1)F tert-butyl (1S,4S)-5-[4-[3-chloro-4-(cyclopropylmethoxy)-2-fluoro-anilino]-7-fluoro-pyrido[3,2-d]pyrimidin-6-yl]-2,5-diazabicyclo[2.2.1]heptane-2-carboxylate